tert-Butyl-7-(5-((quinoxalin-6-ylmethyl)amino)pyrimidin-4-yl)-4,7-diazaspiro[2.5]octane C(C)(C)(C)C1CC12NCCN(C2)C2=NC=NC=C2NCC=2C=C1N=CC=NC1=CC2